(2RS)-2-(5-fluoro-2-methoxyphenyl)-2-[6-[2-[4-(morpholinomethyl)phenyl]ethynyl]-1-oxo-isoindolin-2-yl]-N-thiazol-2-yl-acetamide FC=1C=CC(=C(C1)[C@H](C(=O)NC=1SC=CN1)N1C(C2=CC(=CC=C2C1)C#CC1=CC=C(C=C1)CN1CCOCC1)=O)OC |r|